C(\C=C\C1=CC(OC)=C(O)C=C1)(=O)NCCCCN N-feruloylputrescine